CC=1C(=CC=C(C(=O)O)C1C)OC(=O)C1(C(=CCC=C1C)C)C 5,6-dimethyl-4-((1,2,6-trimethylcyclohexa-2,5-diene-1-carbonyl)oxy)benzoic acid